heptadecan-9-yl 8-((2-hydroxy-6-((S)-pyrrolidine-2-carboxamido) hexyl)(6-oxo-6-(undecyloxy)hexyl)Amino)octanoate OC(CN(CCCCCCCC(=O)OC(CCCCCCCC)CCCCCCCC)CCCCCC(OCCCCCCCCCCC)=O)CCCCNC(=O)[C@H]1NCCC1